tert-butyl 2-[7-(4-fluoro-2-isopropoxy-phenyl)-4-(trifluoromethylsulfonyloxy)thieno[3,2-c]pyridin-6-yl]-6,7-dihydro-4H-pyrazolo[1,5-a]pyrazine-5-carboxylate FC1=CC(=C(C=C1)C=1C2=C(C(=NC1C1=NN3C(CN(CC3)C(=O)OC(C)(C)C)=C1)OS(=O)(=O)C(F)(F)F)C=CS2)OC(C)C